C(C)(C)(C)OC(C1=C(C=NC=C1CCCCCO)Cl)=O 3-chloro-5-(5-hydroxypentyl)isonicotinic acid tert-butyl ester